(3R,4R)-4-((7-(4-methylpyridin-2-yl)pyrrolo[2,1-f][1,2,4]triazin-2-yl)amino)-1-(methylsulfonyl)piperidin-3-ol CC1=CC(=NC=C1)C1=CC=C2C=NC(=NN21)N[C@H]2[C@@H](CN(CC2)S(=O)(=O)C)O